4-((S)-4-acryloyl-2-methylpiperazin-1-yl)-6-fluoro-7-(2-fluoro-6-hydroxyphenyl)-1-(2-methyl-4-(methylsulfonyl)pyridin-3-yl)pyridino[2,3-d]pyrimidin-2(1H)-one C(C=C)(=O)N1C[C@@H](N(CC1)C=1C2=C(N(C(N1)=O)C=1C(=NC=CC1S(=O)(=O)C)C)N=C(C(=C2)F)C2=C(C=CC=C2O)F)C